FC1(CCC2=C(C=CC=C12)[C@@H](C)NC(=O)C1=CC(=C(C2=CNN=C12)OC)CN(C)C)F N-[(1R)-1-(1,1-difluoro-2,3-dihydro-1H-inden-4-yl)ethyl]-5-[(dimethylamino)methyl]-4-methoxy-2H-indazole-7-carboxamide